CC=1C(=C(CC2=C(C#N)C=CC=C2F)C=C(C1)C)OCCN1CCOCC1 (3,5-Dimethyl-2-(2-morpholinoethoxy)benzyl)-3-fluorobenzonitrile